2-(1-(4-amino-3-(4-methoxyphenyl)-1H-pyrazolo[3,4-d]pyrimidin-1-yl)ethyl)-3-cyclobutylquinazolin-4(3H)-one NC1=C2C(=NC=N1)N(N=C2C2=CC=C(C=C2)OC)C(C)C2=NC1=CC=CC=C1C(N2C2CCC2)=O